5-[1-(2,2,3,3,4,4-hexafluorobutyl)-1H-pyrazol-4-yl]-6-(2-methylimidazo[1,2-a]pyridin-7-yl)pyridine-2-carbonitrile FC(CN1N=CC(=C1)C=1C=CC(=NC1C1=CC=2N(C=C1)C=C(N2)C)C#N)(C(C(F)F)(F)F)F